[SiH3]C(O)C1=CC=CC=C1 α-silylbenzenemethanol